2-(6-Chloro-benzothiazol-2-ylamino)-1-methyl-1H-benzoimidazole-5-carboxylic acid [2-(4-methyl-piperazin-1-yl)-ethyl]-amide CN1CCN(CC1)CCNC(=O)C1=CC2=C(N(C(=N2)NC=2SC3=C(N2)C=CC(=C3)Cl)C)C=C1